(1S,3R)-2-(2,2-Difluoropropyl)-1-(5-((1-(3-fluoropropyl)azetidin-3-yl)methyl)thiophen-2-yl)-3-methyl-2,3,4,9-tetrahydro-1H-pyrido[3,4-b]indole FC(CN1[C@@H](C=2NC3=CC=CC=C3C2C[C@H]1C)C=1SC(=CC1)CC1CN(C1)CCCF)(C)F